3,5-bis(1,1-dimethylethyl)-4-methoxy-benzenesulfonic acid CC(C)(C)C=1C=C(C=C(C1OC)C(C)(C)C)S(=O)(=O)O